N1CC(C1)S(=O)(=O)N azetidine-3-sulfonamide